BrC=1C(=C(OCC[C@@H]2CC23CCN(CC3)CC(=O)OCC)C=CC1)C ethyl (S)-2-(1-(2-(3-bromo-2-methylphenoxy)ethyl)-6-azaspiro[2.5]octan-6-yl)acetate